6,6-difluoro-2-azabicyclo[3.1.0]Hexane-2-carboxylic acid tert-butyl ester C(C)(C)(C)OC(=O)N1C2C(C2CC1)(F)F